FC=1C(=CC(=C(C(=O)NC2=C(C=CC=C2C)F)C1)O[C@@H](C)C1=CC=CC=C1)N1N=C(N(C1=O)C(C)C)C 5-Fluoro-N-(2-fluoro-6-methylphenyl)-4-[3-methyl-5-oxo-4-(prop-2-yl)-4,5-dihydro-1H-1,2,4-triazol-1-yl]-2-[(1S)-1-phenylethoxy]benzamide